The molecule is a six amino acid oligopeptide fragment of the human milk protein, beta-casein. It has a role as a human metabolite. It is a conjugate acid of a beta-casomorphin-6 (human)(1-). CC(C)[C@@H](C(=O)N[C@@H](CCC(=O)O)C(=O)N1CCC[C@H]1C(=O)O)NC(=O)[C@H](CC2=CC=CC=C2)NC(=O)[C@@H]3CCCN3C(=O)[C@H](CC4=CC=C(C=C4)O)N